ClC=1C=C(C=C(C1)Cl)C1=CC=C(C=C1)CCCNC=1C2=C(N=C(N1)CC)SC(=C2)C N-(3-(3',5'-dichloro-[1,1'-biphenyl]-4-yl)propyl)-2-ethyl-6-methylthieno[2,3-d]pyrimidin-4-amine